N1-(4-(4,4-difluorocyclohexyl)phenyl)cyclohexane-1,4-diamine FC1(CCC(CC1)C1=CC=C(C=C1)NC1CCC(CC1)N)F